BrC1=CC=CC(=N1)CNC1=C2N=CN(C2=NC(=N1)C=1C=NC=C(C1)Cl)[C@H]1[C@@H]([C@@H]([C@H](O1)C(=O)NC([2H])([2H])[2H])O)O (2s,3s,4r,5r)-5-(6-((6-bromopyridin-2-yl)methylamino)-2-(5-chloropyridin-3-yl)-9H-purin-9-yl)-3,4-dihydroxy-N-(methyl-d3)-tetrahydrofuran-2-carboxamide